FC1=C(C(=C(C(=C1F)F)F)O)S(=O)(=O)N(C)C 2,3,4,5-tetrafluoro-6-hydroxy-N,N-dimethylbenzenesulfonamide